CC1(OC(CN(C1)C1=CC=CC(=N1)C1=NC2=CC(=NC=C2C=C1)CNC(OC(C)(C)C)=O)(C)C)C tert-butyl ((2-(6-(2,2,6,6-tetramethylmorpholino)pyridin-2-yl)-1,6-naphthyridin-7-yl)methyl)carbamate